BrC=1C=C(C=CC1)C1=CC=C(C=C1)C(C)(C)C1=CC=CC=C1 3-bromo-4'-α-cumyl-1,1'-biphenyl